NC1=NN2C(C=C(C=C2)C=2C=NC(=C(C(=O)N[C@H](C([2H])([2H])[2H])C3=C(C=CC(=C3)OC(F)(F)F)F)C2)OC)=N1 (R)-5-(2-amino-[1,2,4]triazolo[1,5-a]pyridin-7-yl)-N-(1-(2-fluoro-5-(trifluoromethoxy)phenyl)ethyl-2,2,2-d3)-2-methoxynicotinamide